C(C)OC(=O)N1CC2(C1)C[C@@H](CC2)N2CCN(CC2)C2=NC=CC=C2B(O)O [2-[4-[(6R)-2-ethoxycarbonyl-2-azaspiro[3.4]octan-6-yl]piperazin-1-yl]-3-pyridyl]boronic acid